NC=1C(=NC(=C(N1)F)C1=CC=C(C=C1)[C@@]12CN(C[C@H]2C1)C)C=1C=C2CCNC(C2=CC1F)=O 6-(3-amino-5-fluoro-6-(4-((1R,5S)-3-methyl-3-azabicyclo[3.1.0]hexan-1-yl)phenyl)pyrazin-2-yl)-7-fluoro-3,4-dihydroisoquinolin-1(2H)-one